[Br-].[Br-].[NH+]1=CC=C(C=C1)C1=CC=[NH+]C=C1 4,4'-bipyridinium dibromide salt